NC1=NC=C(C2=C1C(=NN2C)C2=CC(=C(C=C2)NS(=O)(=O)C(F)F)O[C@@H](C)C2=CC=C(C=C2)F)C2=CC(=NC=C2)C(F)(F)F (S)-N-(4-(4-amino-1-methyl-7-(2-(trifluoromethyl)pyridin-4-yl)-1H-pyrazolo[4,3-c]pyridin-3-yl)-2-(1-(4-fluorophenyl)ethoxy)phenyl)-1,1-difluoromethanesulfonamide